5-[2-methyl-4-[[(2R)-1-methylazetidin-2-yl]methoxy]pyrazol-3-yl]-N-(2-methylpyrimidin-4-yl)pyrazolo[1,5-a]pyridin-2-amine CN1N=CC(=C1C1=CC=2N(C=C1)N=C(C2)NC2=NC(=NC=C2)C)OC[C@@H]2N(CC2)C